(2S)-N-{[3-(8-{[(3S,4R)-3-fluoro-1-methylpiperidin-4-yl]amino}-3-[(trifluoromethyl)sulfanyl]indolizin-2-yl)-1,2,4-oxadiazol-5-yl]methyl}-1,4-dioxane-2-carboxamide F[C@H]1CN(CC[C@H]1NC1=CC=CN2C(=C(C=C12)C1=NOC(=N1)CNC(=O)[C@H]1OCCOC1)SC(F)(F)F)C